(S)-8-Ethyl-N-(1-(5-(7-methoxy-2-methylchinolin-6-yl)oxazol-2-yl)-7-oxononyl)-1-oxa-2,8-diazaspiro[4.5]dec-2-en-3-carboxamid C(C)N1CCC2(CC(=NO2)C(=O)N[C@@H](CCCCCC(CC)=O)C=2OC(=CN2)C=2C=C3C=CC(=NC3=CC2OC)C)CC1